1-(6-(4-isopropyl-4H-1,2,4-triazol-3-yl)pyridin-2-yl)-3-(pyrazolo[1,5-a]pyridin-2-yl)urea C(C)(C)N1C(=NN=C1)C1=CC=CC(=N1)NC(=O)NC1=NN2C(C=CC=C2)=C1